N-(2,6-dichloro-2'-(trifluoromethoxy)-[1,1'-biphenyl]-4-yl)-3-(methylamino)-2-(4-(methylsulfonyl)phenyl)propionamide formate C(=O)O.ClC1=C(C(=CC(=C1)NC(C(CNC)C1=CC=C(C=C1)S(=O)(=O)C)=O)Cl)C1=C(C=CC=C1)OC(F)(F)F